2-[5-(pyridin-2-yl)-1H-pyrazol-3-yl]-5,6,7,8-tetrahydro-1,5-naphthyridine N1=C(C=CC=C1)C1=CC(=NN1)C1=NC=2CCCNC2C=C1